5-[(3,4-difluorophenyl)methyl]-6,9-dioxo-8-[(1r,4r)-4-methylcyclohexyl]-2,5,8-triazaspiro[3.5]nonane-2-carbaldehyde FC=1C=C(C=CC1F)CN1C2(CN(C2)C=O)C(N(CC1=O)C1CCC(CC1)C)=O